O1C(=CC2=C1C=CC=C2)C=C(C(=O)[O-])C#N 3-(benzofuranyl)-2-cyanoacrylate